CC1=CC(=NN1C1=CC=C(C=C1)CC1=CC=C(C=C1)C=1C=C2CCN(CC2=CC1)C)C(=O)N 5-methyl-1-(4-(4-(2-methyl-1,2,3,4-tetrahydroisoquinolin-6-yl)benzyl)phenyl)-1H-pyrazole-3-carboxamide